CNCC[C@H](O)C1=CC=CC=C1 (S)-3-(methylamino)-1-phenylpropanol